4-(1-(2-methoxyethyl)-1H-imidazol-5-yl)pyridin-3-amine COCCN1C=NC=C1C1=C(C=NC=C1)N